OC(C(=O)O)C1=C(N=C2N1C=C(C=C2)C)C2=CC=C(C=C2)C 2-hydroxy-2-(6-methyl-2-(p-tolyl)imidazo[1,2-a]pyridin-3-yl)acetic acid